N2-(3-methyltetrahydrofuran-3-yl)-6-(4-pyridyl)-N3-tetrahydrofuran-3-yl-pyridine-2,3-diamine CC1(COCC1)NC1=NC(=CC=C1NC1COCC1)C1=CC=NC=C1